N-[(3S,4R)-3-hydroxy-2,2,3-trimethyl-chroman-4-yl]-3-[(1R)-1-(2-imino-4,4-dimethyl-6-oxo-hexahydropyrimidin-1-yl)-3-methoxy-propyl]benzamide O[C@@]1(C(OC2=CC=CC=C2[C@H]1NC(C1=CC(=CC=C1)[C@@H](CCOC)N1C(NC(CC1=O)(C)C)=N)=O)(C)C)C